CS(=O)(=O)[O-].C[NH+]1C(CCC1)CC 1-methyl-2-ethylpyrrolidinium methanesulfonate